O1CCN(CC1)CC#CC(=O)O 4-morpholinobut-2-ynoic acid